bis-diphenylphosphino-9,9-dimethylxanthene C1(=CC=CC=C1)P(C1=CC=CC=C1)C1=C(C=2C(C3=CC=CC=C3OC2C=C1)(C)C)P(C1=CC=CC=C1)C1=CC=CC=C1